ClCC1=NC=2C(=NC(=CC2)C(=O)OCC)N1C[C@H]1OCC1 (S)-ethyl 2-(chloromethyl)-3-(oxetan-2-ylmethyl)-3H-imidazo[4,5-b]pyridine-5-carboxylate